CC1CCC2(OC1)OC1CC3C4CCC5CC(CCC5(C4=CCC3(C1C2C)C)C)O 5',7,9,13-tetramethylspiro[5-oxapentacyclo[10.8.0.02,9.04,8.013,18]icos-11-ene-6,2'-oxane]-16-ol